5-[(1R)-1-(3-Fluoro-2-pyridyl)ethoxy]-7-[5-methyl-1-(4-piperidyl)triazol-4-yl]imidazo[1,2-a]pyridine-3-carbonitrile HCl Cl.FC=1C(=NC=CC1)[C@@H](C)OC1=CC(=CC=2N1C(=CN2)C#N)C=2N=NN(C2C)C2CCNCC2